cyclohexylidene(hafnium) C1(CCCCC1)=[Hf]